5-(4-((6-cyano-5-oxo-4,5-dihydropyrrolo[1,2-a]thieno[3,2-e]pyrazin-2-yl)methyl)piperazin-1-yl)-N-methylpyridinecarboxamide C(#N)C=1C=CN2C1C(NC1=C2SC(=C1)CN1CCN(CC1)C=1C=CC(=NC1)C(=O)NC)=O